COC(C=C(CCC=C(C)C)C)=O Methyl-3,7-dimethyl-2,6-octadien-oat